C1(=CC=C(C=C1)C1=NNC(=N1)C)C1=NNC(=N1)C 3,3'-(1,4-phenylene)bis(5-methyl-1H-1,2,4-triazole)